6-methyl-[3,3'-bipyridine]-2-carboxylic acid CC1=CC=C(C(=N1)C(=O)O)C=1C=NC=CC1